[(3s)-2,6-dioxopiperidin-3-yl]pyridine-2-carboxamide O=C1NC(CC[C@H]1C=1C(=NC=CC1)C(=O)N)=O